N1(CCC1)C(=O)N1CC(C1)N1N=CC(=C1)C1=NC2=C(C(=CC=C2N=C1)OC1=CC2=C(N=C(N2)C)C=C1)Cl azetidin-1-yl-[3-[4-[8-chloro-7-[(2-methyl-3H-benzimidazol-5-yl)oxy]quinoxalin-2-yl]pyrazol-1-yl]azetidin-1-yl]methanone